ClC1=C(C=CC=C1)C=1OC2=C(C(=CC(=C2C(C1)=O)OC)OC)[C@H]1[C@@H](N(CC1)C)CO |r| (±)-trans-2-(2-chloro-phenyl)-8-(2-hydroxymethyl-1-methyl-pyrrolidin-3-yl)-5,7-dimethoxy-chromen-4-one